5-(3,5-dichloro-4-hydroxybenzoylamino)-2-(tetrahydro-2H-pyran-4-yl)-N-(2-(trifluoromethyl)benzyl)thiazole-4-carboxamide ClC=1C=C(C(=O)NC2=C(N=C(S2)C2CCOCC2)C(=O)NCC2=C(C=CC=C2)C(F)(F)F)C=C(C1O)Cl